8-methoxy-2-methylimidazo[1,2-b]pyridazin COC=1C=2N(N=CC1)C=C(N2)C